(1R)-1-(5-methyl-2-furyl)propan-1-amine CC1=CC=C(O1)[C@@H](CC)N